1-(4-chlorobenzyl)-N-((3S,4S)-3-methylpiperidin-4-yl)cyclopropane-1-carboxamide TFA salt OC(=O)C(F)(F)F.ClC1=CC=C(CC2(CC2)C(=O)N[C@@H]2[C@H](CNCC2)C)C=C1